N,N-bis(2-hydroxyethyl)-N-(2-hydroxypropyl)amine OCCN(CC(C)O)CCO